sodium methanesulfinic acid salt CS(=O)[O-].[Na+]